4-[2-[2-[[5-[4-[6-(dimethylamino)-1,3-benzothiazol-2-yl]phenyl]pyridin-2-yl]-[(2-methylpropan-2-yl)oxycarbonyl]amino]ethoxy]-ethoxy]phthalic acid CN(C1=CC2=C(N=C(S2)C2=CC=C(C=C2)C=2C=CC(=NC2)N(CCOCCOC=2C=C(C(C(=O)O)=CC2)C(=O)O)C(=O)OC(C)(C)C)C=C1)C